CC1(NC(CC(C1)CCC[Si](OC)(OC)OC)(C)C)C 2,2,6,6-tetramethyl-4-[3-(trimethoxysilyl)propyl]-Piperidine